C(C)C([C@@H](C)NC(OC(C)(C)C)=O)(CC)O tert-butyl N-[(1R)-2-ethyl-2-hydroxy-1-methyl-butyl]carbamate